(4-(2-amino-5-(1-(piperidin-4-yl)-1H-pyrazol-4-yl)pyridin-3-yl)-3-fluorophenyl)-3-(4-fluorophenyl)-1-isopropyl-4-oxo-1,4-dihydropyridine-2,5-dicarboxamide NC1=NC=C(C=C1C1=C(C=C(C=C1)C1=C(C(C(=C(N1C(C)C)C(=O)N)C1=CC=C(C=C1)F)=O)C(=O)N)F)C=1C=NN(C1)C1CCNCC1